ClC1=CC=C(C=C1)[C@H]([C@@H](C(=O)[O-])C)N1[C@@](C2=C(C=C(C=C2C1=O)C(=C)C1NCOC1)F)(OC)C1=CC=C(C=C1)Cl (2S,3S)-3-(4-chlorophenyl)-3-[(1R)-1-(4-chlorophenyl)-7-fluoro-1-methoxy-5-[1-(oxazolidin-4-yl) vinyl]-3-oxo-2,3-dihydro-1H-isoindol-2-yl]-2-methylpropionate